5-((2,6-dibromo-4-nitrophenyl)thio)-3-isopropyl-2-methoxypyridine BrC1=C(C(=CC(=C1)[N+](=O)[O-])Br)SC=1C=C(C(=NC1)OC)C(C)C